CN(C1C(CCCC1)N(C)C)C N1,N1,N2,N2-tetra-methylcyclohexane-1,2-diamine